Silapentene CCCC=[Si]